2-(1-(3,4-Dichlorobenzoyl)-3-Methylpiperidin-3-Yl)-5-Methoxy-1-Methyl-6-Oxo-1,6-Dihydropyrimidine-4-Carboxylic Acid ClC=1C=C(C(=O)N2CC(CCC2)(C)C=2N(C(C(=C(N2)C(=O)O)OC)=O)C)C=CC1Cl